2-(2-(2,6-dioxopiperidin-3-yl)-4-fluoro-3-oxoisoindolin-5-yl)acetic acid O=C1NC(CCC1N1CC2=CC=C(C(=C2C1=O)F)CC(=O)O)=O